(2S)-2-(4,5-dichloro-6-oxo-pyridazin-1-yl)-N-[4-methyl-3-(2-phenylethylsulfamoyl)phenyl]propanamide ClC=1C=NN(C(C1Cl)=O)[C@H](C(=O)NC1=CC(=C(C=C1)C)S(NCCC1=CC=CC=C1)(=O)=O)C